C1(CCC1)C(=O)N1CC(C1)(C(=O)N(C1=CC=CC=C1)CC1=NC=C(C=C1)C=1OC(=NN1)C(F)F)F 1-(cyclobutanecarbonyl)-N-((5-(5-(difluoromethyl)-1,3,4-oxadiazol-2-yl)pyridin-2-yl)methyl)-3-fluoro-N-phenylazetidine-3-carboxamide